barium 2-(3-ethylhexyl-2-yl) malonate C1(CC(=O)OC(CO1)C(CCC)CC)=O.[Ba]